FC=1C=C(C(=O)NCCN2CCOCC2)C=CC1 3-fluoro-N-(2-morpholinoethyl)benzamide